4-Methoxy-7-phenyl-thiazolo[4,5-c]pyridin COC1=NC=C(C2=C1N=CS2)C2=CC=CC=C2